(4-((2-(1H-pyrazol-4-yl)ethyl)amino)-5,6-dimethylpyrimidin-2-yl)(3-hydroxy-3-methylazetidin-1-yl)methanone N1N=CC(=C1)CCNC1=NC(=NC(=C1C)C)C(=O)N1CC(C1)(C)O